FC(N1C=NC(=C1)C=1C=C(C=C2C=C(NC12)C1=CC=C(C=C1)F)NC(C=C)=O)F N-(7-(1-(difluoromethyl)-1H-imidazol-4-yl)-2-(4-fluorophenyl)-1H-indol-5-yl)acrylamide